C(CCCCCNC(C=C)=O)NC(C=C)=O N,N'-hexylenebisacrylamide